NCC(CN1N=CN(C1=O)C1=CC(=NC=C1)C1=CC=C(C=C1)S(=O)(=O)C)=C(F)F 2-[2-(aminomethyl)-3,3-difluoro-allyl]-4-[2-(4-methylsulfonylphenyl)-4-pyridinyl]-1,2,4-triazol-3-one